ClC1=NC=2N(C(=C1)NCC1=CC=C(C=C1)C=1SC=CN1)N=CC2C2CC2 5-chloro-3-cyclopropyl-N-(4-(thiazol-2-yl)benzyl)pyrazolo[1,5-a]pyrimidin-7-amine